C12C(CCC(C1)C2)=O bicyclo[3.1.1]heptan-2-one